N-(2-Cyclopropylethyl)-5-(4-methoxyphenyl)-3,3-dimethylmorpholine-4-carboxamide C1(CC1)CCNC(=O)N1C(COCC1C1=CC=C(C=C1)OC)(C)C